2-chloromethyl-6-methylpyridine-N-oxide ClCC1=[N+](C(=CC=C1)C)[O-]